CC=1N=NN2C1C1=C(C(CC2)NC2=CC=C(C=C2)CO)C=C(C=C1)C=1CCN(CC1)C (4-((1-methyl-9-(1-methyl-1,2,3,6-tetrahydropyridin-4-yl)-6,7-dihydro-5H-benzo[c][1,2,3]triazolo[1,5-a]azepin-7-yl)amino)phenyl)methanol